COC(CN1C(=C(C(C(=C1)C(=O)[O-])=O)OC)C(=O)OC)OC methyl 1-(2,2-dimethoxyethyl)-1,4-dihydro-3-methoxy-4-oxo-2,5-pyridinedicarboxylate